8-[4-(hydroxymethyl)phenyl]-3-[(4-methoxyphenyl)methyl]-2-{[(4-methoxyphenyl)methyl]sulfanyl}-7-methylpyrazolo[1,5-a][1,3,5]triazin-4-one OCC1=CC=C(C=C1)C=1C(=NN2C1N=C(N(C2=O)CC2=CC=C(C=C2)OC)SCC2=CC=C(C=C2)OC)C